ClC(C(CCCC)(Cl)OCC)=O 1,2-dichlorohexanoyloxyethane